C(#N)C=1C=NN2C1C(=CC(=C2)C=2C=NN(C2)C2CCN(CC2)C(=O)C2C1C(C2C1)NC(C=C)=O)OC N-(4-(4-(4-(3-cyano-4-methoxypyrazolo[1,5-a]pyridin-6-yl)-1H-pyrazol-1-yl)piperidine-1-carbonyl)bicyclo[1.1.1]pentan-2-yl)acrylamide